ClC=1C(=CC(=C(C1)S1C[C@H](CN2C(N=C(C3=CC(=CC1=C23)C(F)(F)F)N2[C@H]3[C@@H](NCC2)CSC3)=O)OC)F)F (3S)-l-1-(5-chloro-2,4-difluorophenyl)-8-((4aR,7aS)-hexahydrothieno[3,4-b]pyrazin-1(2H)-yl)-3-methoxy-10-(trifluoromethyl)-3,4-dihydro-2H,6H-[1,4]thiazepino[2,3,4-ij]quinazolin-6-one